C(C)P(O)(=O)CC(C)C ethyl-(iso-butyl)phosphinic acid